bis(trifluoromethanesulfonyl)imide (Bis(trifluoromethanesulfonyl) imide) [N-](S(=O)(=O)C(F)(F)F)S(=O)(=O)C(F)(F)F.[N-](S(=O)(=O)C(F)(F)F)S(=O)(=O)C(F)(F)F